C(C=C)(=O)N1[C@@H](CN(C[C@@H]1C)C=1C2=C(N(C(N1)=O)C=1C(=NC=CC1C)C(C)C)N=C(C(=C2)F)C2=C(C=CC=C2)F)C (M)-4-(4-propenoyl-cis-3,5-dimethylpiperazin-1-yl)-6-fluoro-7-(2-fluorophenyl)-1-(2-isopropyl-4-methylpyridin-3-yl)pyrido[2,3-d]pyrimidin-2(1H)-one